C1CCCO1 butyleneoxide